2-(2-((7-ethyl-1,2,3,4-tetrahydroisoquinolin-6-yl)amino)-5-(trifluoromethyl)pyrimidin-4-yl)-6,7-dihydro-5H-thieno[2,3-b][1,4]oxathiepine 4,4-dioxide C(C)C1=C(C=C2CCNCC2=C1)NC1=NC=C(C(=N1)C1=CC2=C(OCCCS2(=O)=O)S1)C(F)(F)F